tert.-butyl-benzyl alcohol C(C)(C)(C)C(C1=CC=CC=C1)O